3-[3-methyl-2-oxo-5-[4-[[1-[(3R)-pyrrolidin-3-yl]-4-piperidyl]methyl]-1-piperidyl]benzimidazol-1-yl]piperidine-2,6-dione CN1C(N(C2=C1C=C(C=C2)N2CCC(CC2)CC2CCN(CC2)[C@H]2CNCC2)C2C(NC(CC2)=O)=O)=O